C(#N)C1=C2C=CC=C(C2=CC=C1)NC(C1=CC=C(C=C1)F)=O N-(5-cyanonaphthalen-1-yl)-4-fluorobenzamide